N-[1-(fluoromethyl)cyclopropyl]-1-methyl-2-oxo-3-(1,2,4-thiadiazol-5-yl)benzimidazol-5-sulfonamide FCC1(CC1)NS(=O)(=O)C1=CC2=C(N(C(N2C2=NC=NS2)=O)C)C=C1